tert-butyl (2S)-2-(6-{1-[(tert-butoxy)carbonyl]pyrrolidine-2-carbonyl}-1,3,5,7-tetraoxo-1,2,3,5,6,7-hexahydro-s-indacene-2-carbonyl)pyrrolidine-1-carboxylate C(C)(C)(C)OC(=O)N1C(CCC1)C(=O)C1C(C=2C=C3C(C(C(C3=CC2C1=O)=O)C(=O)[C@H]1N(CCC1)C(=O)OC(C)(C)C)=O)=O